2-{[1-(2-{[(9H-Fluoren-9-ylmethoxy)carbonyl]amino}acetyl)pyrrolidin-2-yl]oxy}acetic acid C1=CC=CC=2C3=CC=CC=C3C(C12)COC(=O)NCC(=O)N1C(CCC1)OCC(=O)O